C(C=C)(=O)OCCCCCCOC(C=C)=O 1-hexane-1,6-diyl diacrylate